(R)-N-(2-fluoro-5-((6-methylpyridin-3-yl)oxy)benzylidene)-2-methylpropan-2-sulfinamide-3-d FC1=C(C=N[S@](=O)C(C)(C[2H])C)C=C(C=C1)OC=1C=NC(=CC1)C